FC=1C=C(C=CC1O)C(C1=CC=CC=C1)C1=CC(=C(C=C1)O)F bis(3-fluoro-4-hydroxyphenyl)-phenylmethane